tetradecyltrimethylammonium bromate Br(=O)(=O)[O-].C(CCCCCCCCCCCCC)[N+](C)(C)C